COC(C=O)(C1=CC=CC=C1)OC 2,2-dimethoxy-2-phenyl-ethanone